ClC=1C=C(CNCC=C)C=CC1Cl N-(3,4-dichlorobenzyl)prop-2-en-1-amine